FC1=C(C(=CC(=C1)I)C)CC(=O)OC methyl (2-fluoro-6-methyl-4-iodophenyl)acetate